3-(1-ethoxyethenyl)-4-methylpyridazine C(C)OC(=C)C=1N=NC=CC1C